ethyl-5-chloro-6-methylbenzofuran C(C)C=1OC2=C(C1)C=C(C(=C2)C)Cl